C(=O)(O)CCC(CCC(=O)O)(CCC(=O)O)NC(CC1=CC=C(C=2N1N=CN2)OC(C2=CC=C(C=C2)NC(=N)N)=O)=O 4-(2-carboxyethyl)-4-[[2-[8-(4-guanidinobenzoyl)oxy-[1,2,4]triazolo[1,5-a]pyridin-5-yl]acetyl]amino]heptanedioic acid